5-n-Butyl-1-isobutyl-4-hydroxy-3-n-propyl-pyrazol C(CCC)C1=C(C(=NN1CC(C)C)CCC)O